C1(=CC=CC2=CC=CC=C12)C1=CC=C(C=C1)C1=CC=C(C=C1)NC1=CC=C(C=C1)C=1OC2=C(C1)C=CC=C2 (4'-(naphthalen-1-yl)-biphenyl-4-yl)-(4-(benzofuran-2-yl)-phenyl)-amine